C(C)(C)(C)C1=NOC(=C1)NC(CC1=CC=C(C=C1)N1C=NC2=C1C=CC(=C2)C=2C=NN(C2)C(F)F)=O N-(3-(tert-butyl)isoxazol-5-yl)-2-(4-(5-(1-(difluoromethyl)-1H-pyrazol-4-yl)-1H-benzo[d]imidazol-1-yl)phenyl)acetamide